N(=NN1C=NN=C1)N1C=NN=C1 4,4'-azo-1,2,4-triazole